ClC1=CC=C(C=C1)N1CN2[C@H](C(N(C3=CC=CC=C23)C)=O)C1 (S)-2-(4-chlorophenyl)-5-methyl-1,2,3,3a-tetrahydroimidazo[1,5-a]quinoxalin-4(5H)-one